C(C)(C)C1=CC=CC(=N1)O[C@@H]1[C@@H](CN(CC1)C1=CC(N(C=2C=CC(=NC12)C#N)C)=O)C 8-((3R,4S)-4-((6-isopropylpyridin-2-yl)oxy)-3-methylpiperidin-1-yl)-5-methyl-6-oxo-5,6-dihydro-1,5-naphthyridine-2-carbonitrile